CC=1C=C(OC2=CC(=NC=C2)NC(=O)C2CC2)C=CC1[N+](=O)[O-] N-(4-(3-methyl-4-nitrophenoxy)pyridin-2-yl)cyclopropanecarboxamide